CN1C(C2CCC(C1)N2C=2N=CC1=C(N2)C(=NN1)C=1C=NN(C1)CCN1CCOCC1)=O 3-Methyl-8-(3-(1-(2-morpholinoethyl)-1H-pyrazol-4-yl)-1H-pyrazolo[4,3-d]pyrimidin-5-yl)-3,8-diazabicyclo[3.2.1]octan-2-one